(S)-2-fluoro-4-(2-((pyrrolidin-3-ylmethyl)amino)-6-(o-methylphenyl)quinazolin-4-yl)benzonitrile FC1=C(C#N)C=CC(=C1)C1=NC(=NC2=CC=C(C=C12)C1=C(C=CC=C1)C)NC[C@@H]1CNCC1